3-methyl-N-(3-sulfamoylphenyl)-2,3-dihydrofuro[3,2-b]Pyridine-6-carboxamide CC1COC=2C1=NC=C(C2)C(=O)NC2=CC(=CC=C2)S(N)(=O)=O